[Cl-].O1CCOCCO\C=C/OCC1.[Li+] lithium (Z)-1,4,7,10-tetraoxacyclododecan-8-ene chloride